1-(5-chloropyrazin-2-yl)-2-nitroethanol ClC=1N=CC(=NC1)C(C[N+](=O)[O-])O